N-(1-cyclohexyl-6-(6-(2-(2-ethoxyethoxy)ethoxy)pyridin-3-yl)-1H-pyrazolo[3,4-d]pyrimidin-4-yl)-5-nitrothiophene-2-carboxamide C1(CCCCC1)N1N=CC=2C1=NC(=NC2NC(=O)C=2SC(=CC2)[N+](=O)[O-])C=2C=NC(=CC2)OCCOCCOCC